(((2-(phosphonooxy)ethoxy)carbonyl)oxy)methyl 4-(7-(1H-1,2,3-triazol-4-yl)-9H-fluoren-2-yl)-1H-1,2,3-triazole-5-carboxylate N1N=NC(=C1)C1=CC=C2C=3C=CC(=CC3CC2=C1)C=1N=NNC1C(=O)OCOC(=O)OCCOP(=O)(O)O